2-(dibutyl-(propyl)stannyl)-4-methylthiazole C(CCC)[Sn](C=1SC=C(N1)C)(CCC)CCCC